(S)-N-(5-(2-(2-aminopyridin-3-yl)-5-(1H-pyrazol-1-yl)-3H-imidazo[4,5-b]pyridin-3-yl)-2,3-dihydro-1H-inden-1-yl)-6-ethynylnicotinamide NC1=NC=CC=C1C1=NC=2C(=NC(=CC2)N2N=CC=C2)N1C=1C=C2CC[C@@H](C2=CC1)NC(C1=CN=C(C=C1)C#C)=O